4-(pyridin-2-yldithio)-2-sulfo-butyrate N1=C(C=CC=C1)SSCCC(C(=O)[O-])S(=O)(=O)O